bis-(2,6-dichloro-benzoyl)-4-propylphenylphosphine oxide ClC1=C(C(=O)P(C2=CC=C(C=C2)CCC)(C(C2=C(C=CC=C2Cl)Cl)=O)=O)C(=CC=C1)Cl